CC1=C(C=CC(=C1)C)C1=NC(=NC(=N1)C1=C(C=C(C=C1)C)C)C1=C(C=C(C=C1)OCCCCCCCC)O 2-(4,6-Bis-(2,4-dimethylphenyl)-1,3,5-triazin-2-yl)-5-(octyl-oxy)-phenol